6-(6-(2-hydroxyethoxy)-imidazo[1,2-a]pyridine-3-carbonyl)-N-(3-(trifluoro-methyl)phenyl)-4,5,6,7-tetrahydrothieno[2,3-c]pyridine-3-carboxamide OCCOC=1C=CC=2N(C1)C(=CN2)C(=O)N2CC1=C(CC2)C(=CS1)C(=O)NC1=CC(=CC=C1)C(F)(F)F